C(C)(C)(C)[Si](C)(C)OC1CC(C1)N=C=S Tert-butyl((1S,3S)-3-isothiocyanocyclobutoxy)dimethylsilane